C(C)(C)(C)OC(=O)N1C(=CC=2C1=NC(=CC2)Cl)C2=CC(=CC=C2)C(F)(F)F 6-chloro-2-(3-(trifluoromethyl)phenyl)-1H-pyrrolo[2,3-b]pyridine-1-carboxylic acid tert-butyl ester